CC1=CC=C(C=N1)CNC(=O)C=1C=CC=2N(C1)C(=CN2)C=2SC(=CC2)C N-((6-methylpyridin-3-yl)methyl)-3-(5-methylthiophen-2-yl)imidazo[1,2-a]pyridine-6-carboxamide